bissulfophenylmethane S(=O)(=O)(O)C(C1=CC=CC=C1)S(=O)(=O)O